3-[(3-chloro-2-methoxyphenyl)amino]-2-{2-methanesulfinylpyrido[3,2-d]pyrimidin-8-yl}-1H,5H,6H,7H-pyrrolo[3,2-c]pyridin-4-one ClC=1C(=C(C=CC1)NC1=C(NC2=C1C(NCC2)=O)C2=CC=NC1=C2N=C(N=C1)S(=O)C)OC